3-amino-5-(4-methoxy-benzylsulfonyl)-pyridine-2-carboxylic acid N'-(2-triisopropylsilyloxyacetyl)-hydrazide C(C)(C)[Si](OCC(=O)NNC(=O)C1=NC=C(C=C1N)S(=O)(=O)CC1=CC=C(C=C1)OC)(C(C)C)C(C)C